NC/C(/CN1N=CN(C1=O)CC1=CC=C(S1)C=1C(N(C=CC1)CC1=CC=CC=C1)=O)=C\F [5-({1-[(2E)-2-(aminomethyl)-3-fluoroprop-2-en-1-yl]-5-oxo-1,5-dihydro-4H-1,2,4-triazol-4-yl}methyl)thiophen-2-yl]-1-benzylpyridin-2(1H)-one